C(C)OC1=C(C=CC=C1)OS(N)(=O)=O sulfamic acid 2-ethoxyphenyl ester